N-(cyanomethyl)-N-(phenylsulfonyl)adipamide C(#N)CN(C(CCCCC(=O)N)=O)S(=O)(=O)C1=CC=CC=C1